CC1=CC=C(C=C1)C1=NC2=CC=CC=C2C=C1 (4-methylphenyl)-quinoline